4-Amino-7-bromo-2-oxo-1-phenyl-1,2-dihydroquinoline-3-carboxylic acid methyl ester COC(=O)C=1C(N(C2=CC(=CC=C2C1N)Br)C1=CC=CC=C1)=O